methylene-boron fluoride C=BF